Methyl 3-[1-(4-fluorophenyl)-5-{2-phenyl-1H-pyrrolo[2,3-b]pyridin-4-yl}-1,2,4-triazol-3-yl]propanoate FC1=CC=C(C=C1)N1N=C(N=C1C1=C2C(=NC=C1)NC(=C2)C2=CC=CC=C2)CCC(=O)OC